C(C(=C)C)(=O)OCCC[NH+](C)C N-methacryloyloxypropyl-N,N-dimethyl-ammonium